CSC1=NN(C=N1)CC1=CC=C(C=C1)C=C 3-methylthio-1-(4-vinylbenzyl)-1H-1,2,4-triazole